N1C(C=CC=C1)=O 1H-PYRIDIN-2-ONE